[Ag+].[N+](=O)([O-])C=1N=NN[NH+]1 5-nitrotetrazolium silver salt